CC1(C(N(C=2C=CC3=C(C12)C=CC=C3)CC(=O)O)C)C 1,1,2-trimethyl-3-(carboxymethyl)-1H-benzo[e]indole